bromo-1-isopropyl-5-methyl-pyrrole-2-carbonitrile BrC1=C(N(C(=C1)C)C(C)C)C#N